4-benzyloxyspiro[2H-benzofuran-3,1'-cyclopropane] C(C1=CC=CC=C1)OC1=CC=CC2=C1C1(CC1)CO2